(6-hydrazineyl-4-methylpyridin-3-yl)(imino)(methyl)-λ6-sulfanone N(N)C1=CC(=C(C=N1)S(=O)(C)=N)C